(E)-5-Bromo-3-chloro-4-(2-ethoxyvinyl)-2-fluoro-N,N-bis(4-methoxybenzyl)aniline BrC=1C(=C(C(=C(N(CC2=CC=C(C=C2)OC)CC2=CC=C(C=C2)OC)C1)F)Cl)\C=C\OCC